COC1=CC=C(C=C1)SC1=C2C=C3C=CC=CC3=CC2=CC=C1 5-(4-methoxyphenyl)thioanthracene